4-(5-(4-(2-oxopyrrolidin-1-yl)phenyl)pyridin-3-yl)-5,7-dihydro-6H-pyrrolo[3,4-b]pyridine-6-carboxylic acid methyl ester COC(=O)N1CC2=NC=CC(=C2C1)C=1C=NC=C(C1)C1=CC=C(C=C1)N1C(CCC1)=O